ClC=1C=C2C(=NC=NC2=CC1C1=C(C=CC=C1OC)F)N1CCN(CC1)C(C=C)=O 1-(4-(6-chloro-7-(2-fluoro-6-methoxyphenyl)quinazolin-4-yl)piperazin-1-yl)prop-2-en-1-one